C(C1=CC=CC=C1)OC1=CC=C(/C=C/C(=O)O)C=C1 (E)-4-benzyloxycinnamic acid